6-(((4-cyano-2-fluorobenzyl)-3-fluoropyridin-2-yl)pyridine-1-yl)piperazine C(#N)C1=CC(=C(CC2=C(C(=NC=C2)C2N(C=CC=C2)C2CNCCN2)F)C=C1)F